4-((3-chloro-4-fluorophenyl)amino)-7-fluoro-N-((4-methoxyphenyl)sulfonyl)-1H-indole-2-carboxamide ClC=1C=C(C=CC1F)NC1=C2C=C(NC2=C(C=C1)F)C(=O)NS(=O)(=O)C1=CC=C(C=C1)OC